tert-butyl (S)-2-((R)-cyano(hydroxy)methyl)pyrrolidine-1-carboxylate C(#N)[C@@H]([C@H]1N(CCC1)C(=O)OC(C)(C)C)O